CN(CCOC(C(C)(C)C)=O)CCOC(C(C)(C)C)=O N-methyl-bis(2-pivaloyloxyethyl)amine